C(C)NCCC1=CNC2=CC=CC(=C12)OC N-ethyl-2-(4-methoxy-1H-indol-3-yl)ethan-1-amine